Cl.N[C@@H](C(=O)O)CC (R)-(-)-2-aminobutyric acid hydrochloride